BrC1=C(C(=CC(=C1)[N+](=O)[O-])Br)N1CCOCC1 4-(2,6-dibromo-4-nitrophenyl)morpholine